4-[1-benzyl-2-(trifluoromethyl)-1H-benzimidazol-4-yl]Piperazine C(C1=CC=CC=C1)N1C(=NC2=C1C=CC=C2N2CCNCC2)C(F)(F)F